7-(4-butoxyphenyl)-N-[4-[N-methyl-N-(tetrahydropyran-4-yl)aminomethyl]phenyl]-1,1-dioxo-2,3-dihydro-1-benzothiepine-4-carboxamide C(CCC)OC1=CC=C(C=C1)C=1C=CC2=C(C=C(CCS2(=O)=O)C(=O)NC2=CC=C(C=C2)CN(C2CCOCC2)C)C1